CSC1=NSC(=N1)NC(OC1=CC=CC=C1)=O phenyl (3-(methylthio)-1,2,4-thiadiazol-5-yl)carbamate